1-(4-(8-Bromo-3-methoxy-6,7-dihydro-5H-benzo[7]annulen-9-yl)phenyl)-4-isopropylpiperazine BrC=1CCCC2=C(C1C1=CC=C(C=C1)N1CCN(CC1)C(C)C)C=CC(=C2)OC